3-(5-bromo-6-methylpyridin-2-yl)oxetan-3-ol BrC=1C=CC(=NC1C)C1(COC1)O